tert-butyl (2-(2-(3-((2-((4,5-dimethylthiazol-2-yl)carbamoyl)-3-methylphenyl)amino)-3-oxopropoxy)ethoxy)ethyl)carbamate CC=1N=C(SC1C)NC(=O)C1=C(C=CC=C1C)NC(CCOCCOCCNC(OC(C)(C)C)=O)=O